ClC1=CC=C(C=N1)C1=NOC(=C1CO)C (3-(6-chloro-3-pyridinyl)-5-methyl-isoOxazol-4-yl)methanol